ClC1=C2CCN([C@@H](C2=C(C=C1)O)CN1CC2(CC2)CC1=O)C(=O)[C@H]1[C@](CCCC1)(C(=O)OCC1=C(C=C(C=C1)OC)OC)C 2,4-Dimethoxybenzyl (1S,2R)-2-((S)-5-chloro-8-hydroxy-1-((6-oxo-5-azaspiro[2.4]heptan-5-yl)methyl)-1,2,3,4-tetrahydroisoquinoline-2-carbonyl)-1-methylcyclohexane-1-carboxylate